(R)-9-(4-chloro-3-(trifluoromethyl)benzoyl)-2-((S*)-1-(4-(difluoromethoxy)phenyl)ethyl)methyl-7,8,9,10-tetrahydropyrido[4',3':3,4]pyrazolo[1,5-d][1,2,4]triazin-1(2H)-one ClC1=C(C=C(C(=O)N2CC=3C(=NN4C(=NN(C(C43)=O)[C@@H](C)C4=CC=C(C=C4)OC(F)F)C)CC2)C=C1)C(F)(F)F |o1:19|